C(C)(=O)[O-].C(CCCCCCCCCCC)[NH+]1C=C(C=C1)C 1-dodecyl-3-methylpyrrolium acetate